BrC1=C(C=CC=C1)C1=CC=C(C=C1)C1=NC=CC=C1 2-(2'-bromo-[1,1'-biphenyl]-4-yl)-pyridine